C1(CCCC1)N1C(C(=CC2=C1N=C(N=C2)NC=2C=C1CCN(CC1=CC2)C)C#N)=O 8-cyclopentyl-2-((2-methyl-1,2,3,4-tetrahydroisoquinolin-6-yl)amino)-7-oxo-7,8-dihydropyrido[2,3-d]pyrimidine-6-carbonitrile